Isopropyl (R)-2-((5-acrylamido-2-methoxy-4-(methyl(1-methylpyrrolidin-3-yl)amino)phenyl)amino)-4-((2-(1-methyl-1H-pyrazol-3-yl)phenyl)amino)pyrimidine-5-carboxylate C(C=C)(=O)NC=1C(=CC(=C(C1)NC1=NC=C(C(=N1)NC1=C(C=CC=C1)C1=NN(C=C1)C)C(=O)OC(C)C)OC)N([C@H]1CN(CC1)C)C